ClC=1C=C2CCN(CC2=C(C1)[C@H]1NCCC1)C(=O)N1CCOCC1 (S)-2-(6-chloro-2-(morpholine-4-carbonyl)-1,2,3,4-tetrahydroisoquinolin-8-yl)pyrrolidine